4-(2-(4-ethylpiperazin-1-yl)ethyl)-3-fluoroaniline C(C)N1CCN(CC1)CCC1=C(C=C(N)C=C1)F